(2-fluoro-3-methoxyphenyl)methanamine FC1=C(C=CC=C1OC)CN